BrC1=CC(=NC=C1)NC(=O)CCN1CC(N(CC1)C(C)C)C(=O)OC methyl 4-{2-[(4-bromopyridin-2-yl)carbamoyl]ethyl}-1-(propan-2-yl)piperazine-2-carboxylate